FC(C=1C(=C(C=CC1)[C@@H](C)NC=1C2=C(N=C(N1)C)C=NC(=C2)N2CCC1(COC1)CC2)F)F N-{(1R)-1-[3-(difluoromethyl)-2-fluorophenyl]ethyl}-2-methyl-6-(2-oxa-7-azaspiro[3.5]nonan-7-yl)pyrido[3,4-d]pyrimidin-4-amine